(3R)-ethyl 3-((tert-butoxycarbonyl)amino)-4-methyl-2-((methylsulfinyl)methyl)pentanoate C(C)(C)(C)OC(=O)N[C@@H](C(C(=O)OCC)CS(=O)C)C(C)C